NC1=CC=C(OC2=CC=C(C=C2)S(=O)(=O)C2=CC=C(C=C2)OC2=CC=C(C=C2)N)C=C1 bis-(4-(4-aminophenoxy)phenyl)sulfone